N1[C@H](CCC1)C(=O)N[C@@H](CCCCN)C(=O)O N-e-D-prolyl-L-lysine